1,4-diamino-2-acetyl-anthraquinone NC1=C(C=C(C=2C(C3=CC=CC=C3C(C12)=O)=O)N)C(C)=O